FC1(CC(C1)(C(=O)NC=1C=CC(=NC1)C=1N=NN(C1NC(O[C@H](C)C=1C(=NC=CC1)F)=O)C)C)F (R)-1-(2-fluoropyridin-3-yl)ethyl (4-(5-(3,3-difluoro-1-methylcyclobutane-1-carboxamido) pyridin-2-yl)-1-methyl-1H-1,2,3-triazol-5-yl)carbamate